(2R,3S,4R,5S)-2,3,4,5-tetrahydroxy-5-(m-tolyl)pentanoic acid ethyl ester C(C)OC([C@@H]([C@H]([C@@H]([C@H](C=1C=C(C=CC1)C)O)O)O)O)=O